ClC1=CC(=C(COC2=CC=CC(=N2)C=2CCN(CC2)CC2=NC3=C(N2C(C)C=2OC=CN2)C=C(C=C3)C(=O)O)C=C1)F 2-((6-((4-chloro-2-fluorobenzyl)oxy)-3',6'-dihydro-[2,4'-bipyridine]-1'(2'H)-yl)methyl)-1-(1-(oxazol-2-yl)ethyl)-1H-benzo[d]imidazole-6-carboxylic acid